Cl.N[C@@H](CC1=CC=CC=C1)C(=O)NCCCCCCCCCCCC L-phenylalanyl-laurylamine hydrochloride